3-amino-N-((4-(dimethylamino)pyridin-3-yl)methyl)-6-(3-methylimidazo[1,2-a]pyridin-6-yl)-5-(oxazol-2-yl)pyrazine-2-carboxamide NC=1C(=NC(=C(N1)C=1OC=CN1)C=1C=CC=2N(C1)C(=CN2)C)C(=O)NCC=2C=NC=CC2N(C)C